7-imidazo[4,5-c]quinolone N1=CN=C2C=NC3=CC(C=CC3=C21)=O